FC(C1=CC=C(C=N1)N1C(N([C@H](C1)C#N)C1=CN=CC2=CC=CC=C12)=O)F (R)-1-(6-(difluoromethyl)pyridin-3-yl)-3-(isoquinolin-4-yl)-2-oxoimidazoline-4-carbonitrile